4-phenyl-1-(((R)-7-((R)-2-phenylpiperazine-1-carbonyl)-7-azaspiro[4.5]dec-10-yl)methyl)pyridin-2(1H)-one C1(=CC=CC=C1)C1=CC(N(C=C1)C[C@@H]1CCN(CC12CCCC2)C(=O)N2[C@@H](CNCC2)C2=CC=CC=C2)=O